prop-2-yn-1-yl (3-benzoyl-4-(2-chloro-N-methylacetamido) phenyl)carbamate C(C1=CC=CC=C1)(=O)C=1C=C(C=CC1N(C(CCl)=O)C)NC(OCC#C)=O